(S)-1-(3-chloro-4-fluorophenyl)-6-(5-(1,4-dimethyl-1H-1,2,3-triazol-5-yl)-1-((trans)-4-hydroxycyclohexyl)-1H-benzo[d]imidazol-2-yl)piperidin-2-one ClC=1C=C(C=CC1F)N1C(CCC[C@H]1C1=NC2=C(N1[C@@H]1CC[C@H](CC1)O)C=CC(=C2)C2=C(N=NN2C)C)=O